FC1=CC=C(C=C1)C(C1CCN(CC1)C(=O)OC(C)(C)C)(O)C1=CC=C(C=C1)F tert-Butyl 4-(bis(4-fluorophenyl)(hydroxy)methyl)piperidine-1-carboxylate